Cl.N1(CCNCCC1)C=1C=C(C=CC1)C1=CC2=C(C(=NO2)NS(=O)(=O)C2=C(C=CC=C2OC)OC)C(=C1)OC N-(6-(3-(1,4-diazepan-1-yl)phenyl)-4-methoxybenzo[d]isoxazol-3-yl)-2,6-dimethoxybenzenesulfonamide hydrochloride